5-(1-benzyl-5-methylpiperidin-3-yl)-2-methoxypyridine C(C1=CC=CC=C1)N1CC(CC(C1)C)C=1C=CC(=NC1)OC